C(C)(C)(C)OC(NC1CCN(CC1)C1=C(C=CC=C1[N+](=O)[O-])F)=O [1-(2-Fluoro-6-nitro-phenyl)-piperidin-4-yl]-carbamic acid tert-butyl ester